C(C=C)N(S(=O)(=O)C=C)C=1C=C(C=CC1)[C@@H]1C2=C(N(C([C@H]1NC(C1=CC(=CC=C1)C(F)(F)F)=O)=O)CC)N(N=C2C)C2=CC=CC=C2 |r| rac-N-((4R,5S)-4-(3-(N-allylvinylsulfonamido)phenyl)-7-ethyl-3-methyl-6-oxo-1-phenyl-4,5,6,7-tetrahydro-1H-pyrazolo[3,4-b]pyridin-5-yl)-3-(trifluoromethyl)benzamide